C12(CC(C1)C2)CN2N=CC=1C2=NC(=CN1)N1C[C@H](C[C@H](C1)C)CO ((3S,5R)-1-(1-(bicyclo[1.1.1]pentan-1-ylmethyl)-1H-pyrazolo[3,4-b]pyrazin-6-yl)-5-methylpiperidin-3-yl)methanol